methyl-suberimide CC1C(=O)NC(CCCCC1)=O